Dimethylchlorogallium C[Ga](Cl)C